CN(CCCC=1C(=O)NC(C1)=O)C (N',N-dimethyl-3-aminopropyl)-maleimide